ClC=1C=NN(C1C(=O)NC1=NC=C(C=C1C)C#CC1=CC=CC=C1)[C@H]1CN(CC1)C(=O)C1CC1 4-chloro-1-[(3R)-1-(cyclopropanecarbonyl)pyrrolidin-3-yl]-N-[3-methyl-5-(phenylethynyl)pyridin-2-yl]-1H-pyrazole-5-carboxamide